N,N-dimethyl-2-morpholino-4-oxo-9-vinyl-pyrido[1,2-a]pyrimidine-7-carboxamide CN(C(=O)C=1C=C(C=2N(C(C=C(N2)N2CCOCC2)=O)C1)C=C)C